(5S)-2-(2-Chloro-4-fluorobenzyl)-3-oxo-2,3,5,6,7,8-hexahydro[1,2,4]triazolo[4,3-a]pyridin ClC1=C(CN2N=C3N(CCCC3)C2=O)C=CC(=C1)F